(((5-(Dimethylamino)-2-(trifluoromethyl)pyrazolo[1,5-a]pyrimidin-7-yl)amino)methyl)-3-(4-fluorophenyl)azetidine-1-sulfonamide CN(C1=NC=2N(C(=C1)NCC1N(CC1C1=CC=C(C=C1)F)S(=O)(=O)N)N=C(C2)C(F)(F)F)C